4-PHENYLAMINOBENZALDEHYDE C1(=CC=CC=C1)NC1=CC=C(C=O)C=C1